(2-(pyrrolidin-1-yl)ethoxy)methyl-5H-pyrido[4,3-b]indole N1(CCCC1)CCOCC1=NC=CC=2NC=3C=CC=CC3C21